5-(benzyloxy)-5-oxovaleric acid C(C1=CC=CC=C1)OC(CCCC(=O)O)=O